N1CC(C1)C=1C=NC=CC1N(C)C 3-(azetidin-3-yl)-N,N-dimethylpyridin-4-amine